5-(4-((2,6-Dimethylpyridin-4-yl)methoxy)phenyl)-2-oxo-6-(trifluoromethyl)-1,2-dihydropyridine-3-carboxamide CC1=NC(=CC(=C1)COC1=CC=C(C=C1)C=1C=C(C(NC1C(F)(F)F)=O)C(=O)N)C